(2R)-4-(3-benzyloxypropoxy)butan-2-ol C(C1=CC=CC=C1)OCCCOCC[C@@H](C)O